NC1=CC=C(C=C1)N=C(N)C1=C(C=2N(N=C1)C=C(C2)C=2C=NC(=CC2)OC)NC2C1CC3CC(CC2C3)(C1)O N'-(4-aminophenyl)-4-((5-hydroxy-2-adamantyl)amino)-6-(6-methoxy-3-pyridyl)pyrrolo[1,2-b]pyridazine-3-carboxamidine